3-(2-methoxy-3-pyridyl)-5-piperazin-1-yl-pyrazolo[1,5-a]pyrimidine COC1=NC=CC=C1C=1C=NN2C1N=C(C=C2)N2CCNCC2